1-(1,4-ethano-8-pyridin-4-yl-1,2,3,4-tetrahydro-1,5-naphthyridin-6-yl)-N3-(3-fluoro-4-(4-(pyrrolidin-1-yl)piperidin-1-yl)phenyl)-1H-1,2,4-triazole-3,5-diamine N1=CC=C(C=C1)C=1C=C(N=C2C3CCN(C12)CC3)N3N=C(N=C3N)NC3=CC(=C(C=C3)N3CCC(CC3)N3CCCC3)F